C(#N)C1=C(OC2=CC=C3N=CC(=NC3=C2)CC2CCN(CC2)C(=O)OC(C)(C)C)C(=CC=C1F)F tert-butyl 4-[[7-(2-cyano-3,6-difluoro-phenoxy)quinoxalin-2-yl]methyl]piperidine-1-carboxylate